C(=O)(O)NC1=NC(N([C@H]2[C@H](O)[C@H](O)[C@@H](CO)O2)C=C1)=O N4-carboxycytidine